Tert-Butyl 2-(3-bromo-4-fluorobenzyl)-3-oxopyrrolidine-1-carboxylate BrC=1C=C(CC2N(CCC2=O)C(=O)OC(C)(C)C)C=CC1F